N-benzyl-6-chloro-1-(2-(1,1-difluoroethyl)-6-methylpyrimidin-4-yl)-1H-pyrazolo[4,3-c]pyridin-3-amine C(C1=CC=CC=C1)NC1=NN(C2=C1C=NC(=C2)Cl)C2=NC(=NC(=C2)C)C(C)(F)F